2-((5-(2-(6-(dimethylamino)-5-hydroxy-2-methylhexan-3-yl)-2,6-diazaspiro[3.4]oct-6-yl)-1,2,4-triazin-6-yl)oxy)-5-fluoro-N,N-diisopropylbenzamide CN(CC(CC(C(C)C)N1CC2(C1)CN(CC2)C=2N=CN=NC2OC2=C(C(=O)N(C(C)C)C(C)C)C=C(C=C2)F)O)C